tert-butyl (S)-4-benzoyl-2-(2-chloroallyl)-3-oxopiperazine-1-carboxylate C(C1=CC=CC=C1)(=O)N1C([C@@H](N(CC1)C(=O)OC(C)(C)C)CC(=C)Cl)=O